O=C(CCN1C(CCC1)C=1C=C(C(NN1)=O)C(F)(F)F)N1CCN(CC1)C1=NC=C(C=N1)C(F)(F)F 6-(1-(3-oxo-3-(4-(5-(trifluoromethyl)pyrimidin-2-yl)piperazin-1-yl)propyl)pyrrolidin-2-yl)-4-(trifluoromethyl)pyridazin-3(2H)-one